(2S,6S)-octahydrodipyrrolo[1,2-a:1',2'-d]pyrazine-5,10-dione C1CCN2C1C(N1C(C2=O)CCC1)=O